C(C)(=O)C=1C=C(C=C2C(N(C(=NC12)C1=C(C#N)C=CC=C1)C)=O)C 2-(8-acetyl-3,6-dimethyl-4-oxo-3,4-dihydroquinazolin-2-yl)benzonitrile